C(C1=CC(OC)=C(O)C=C1)NC(CCCCCC=CCC)=O N-vanillyl-7-decenamide